3-(1H-pyrrol-1-yl)-thiophene N1(C=CC=C1)C1=CSC=C1